O=C1NC(CCC1N1C(C2=CC=C(C=C2C1=O)N([C@H]1[C@@H](CCCCC1)NC)C)=O)=O 2-(2,6-dioxopiperidin-3-yl)-5-(methyl((1R,2R)-2-(methylamino)cycloheptyl)amino)isoindoline-1,3-dione